F[C@@H]1[C@@H](C1)C(=O)NC=1C=C2C(=CN1)N(C(=C2)C=2C(=NC=CC2)OC)C (1S,2S)-2-fluoro-N-[2-(2-methoxypyridin-3-yl)-1-methylpyrrolo[2,3-c]pyridin-5-yl]cyclopropane-1-carboxamide